alpha,alpha-dimethyl-4-ethylphenylpropanal CC(C=O)(CC1=CC=C(C=C1)CC)C